ClC1=C(C=CC=C1C1=C(C(=NC=C1)C1=CC(=C(C=C1)C=O)OC)Cl)C=1N=C(C(=NC1)C=O)OC 5-(2-chloro-3-(3-chloro-2-(4-formyl-3-methoxyphenyl)pyridin-4-yl)phenyl)-3-methoxypyrazine-2-carbaldehyde